4-(benzo[c][1,2,5]oxadiazol-5-yloxy)-5-chloro-2-fluoroaniline N=1ON=C2C1C=CC(=C2)OC2=CC(=C(N)C=C2Cl)F